2-Methyl-propane-2-ol CC(C)(C)O